7-fluoro-1H-benzo[d]imidazole-6-carboxylate FC1=C(C=CC2=C1NC=N2)C(=O)[O-]